C1N(CC12CCNCC2)C=2C=C1C(N(C(C1=CC2)=O)C2C(NC(CC2)=O)=O)=O 5-(2,7-diazaspiro[3.5]non-2-yl)-2-(2,6-dioxo-3-piperidinyl)isoindoline-1,3-dione